(R)-N-((3,5-dichloro-4-(((R)-4-(3-fluoroazetidin-1-yl)-1-((4-fluorophenyl)thio)butan-2-yl)oxy)phenyl)sulfonyl)-2-methyltetrahydro-2H-pyran-2-carboxamide ClC=1C=C(C=C(C1O[C@@H](CSC1=CC=C(C=C1)F)CCN1CC(C1)F)Cl)S(=O)(=O)NC(=O)[C@@]1(OCCCC1)C